2,3-dihydro-5-benzofuran C1OCC=C2C1=CC=C2